OCCN[C@@H](CC(N)=O)C(=O)O |r| (2-hydroxyethyl)-DL-asparagine